1-(2-(3,3-difluoroazetidin-1-yl)-2-oxoethyl)-6-(4-fluoro-3-methylphenyl)-3-methyl-1H-imidazo[4,5-b]pyridin-2(3H)-one FC1(CN(C1)C(CN1C(N(C2=NC=C(C=C21)C2=CC(=C(C=C2)F)C)C)=O)=O)F